N-acetoxy-5-((1R)-((tert-butylsulfinyl)amino)(phenyl)methyl)thiophene-3-carboximidamide C(C)(=O)ONC(=N)C1=CSC(=C1)[C@@H](C1=CC=CC=C1)NS(=O)C(C)(C)C